COC1=C(C(=O)N)C=CC(=C1)N1C2=C(OCC1)C=C(C=C2)C(=O)N2CCC=CC2 2-methoxy-4-(7-(1,2,3,6-tetrahydropyridine-1-carbonyl)-2,3-dihydro-4H-benzo[b][1,4]oxazin-4-yl)benzamide